O=C(CCCCCCC(=O)O)NC1=CC=2CCCC(C2C=C1)=O 8-oxo-8-((5-oxo-5,6,7,8-tetrahydronaphthalen-2-yl)amino)octanoic acid